3-(1-oxo-4-((3-((3-(4-(4-(quinoxalin-2-yl)-1H-pyrazol-1-yl)piperidin-1-yl)phenyl)amino)cyclohexyl)amino)isoindolin-2-yl)piperidine-2,6-dione O=C1N(CC2=C(C=CC=C12)NC1CC(CCC1)NC1=CC(=CC=C1)N1CCC(CC1)N1N=CC(=C1)C1=NC2=CC=CC=C2N=C1)C1C(NC(CC1)=O)=O